2,4-dichloro-1-isocyanato-benzene ClC1=C(C=CC(=C1)Cl)N=C=O